NCC1(C[C@@H]2[C@@H](CN(C2)C2=CN=C(C(=N2)N)C2=C(C(=CC=C2)Cl)Cl)C1)C 6-((3aR,5r,6aS)-5-(aminomethyl)-5-methylhexahydrocyclopenta[c]pyrrol-2(1H)-yl)-3-(2,3-dichlorophenyl)pyrazin-2-amine